C(C)(C)(C)[C@H]1OC([C@@H](N1C(=O)OCC1=CC=CC=C1)CC12C[C@]3(C[C@](CC(C1)C3)(C2)C)C)=O Benzyl (2R,4S)-2-(tert-butyl)-4-(((1r,3R,5S,7S)-3,5-dimethyladamantan-1-yl)methyl)-5-oxooxazolidine-3-carboxylate